3-(2-morpholinoethyl)quinazolin O1CCN(CC1)CCN1CN=C2C=CC=CC2=C1